5-{2,5-dimethyl-7-[propyl({[4-(1,2,3-thiadiazol-4-yl)phenyl]methyl})amino]pyrazolo[1,5-a]pyrimidin-3-yl}-N,N,4-trimethylpyridin-2-amine CC1=NN2C(N=C(C=C2N(CC2=CC=C(C=C2)C=2N=NSC2)CCC)C)=C1C=1C(=CC(=NC1)N(C)C)C